ClC1=NC=C(C(=C1)NCC[C@H](C)O)C1=NC=C(C=N1)C(C)(C)O (S)-4-((2-chloro-5-(5-(2-hydroxypropan-2-yl)pyrimidin-2-yl)pyridin-4-yl)amino)butan-2-ol